tris-(hydroxymethyl)-methylammonium OC[N+](C)(CO)CO